NC=1C(=CC(=C(C1)NC1=NC=C(C(=N1)NC1C2CCC(C1C)C2(C)C)C#N)OC)N(C)CCN(C)C 2-((5-Amino-4-((2-(dimethylamino)ethyl)(methyl)amino)-2-methoxyphenyl)amino)-4-((3,7,7-trimethylbicyclo[2.2.1]heptan-2-yl)amino)pyrimidine-5-carbonitrile